FC=1C=C(COC=2C=C3N(C(N2)=O)CC2(N3CCCC2)CC)C=C(C1OC1=CC(=NC=C1)C(F)(F)F)F 3-((3,5-difluoro-4-((2-(trifluoromethyl)pyridin-4-yl)oxy)benzyl)oxy)-9a-ethyl-6,7,8,9,9a,10-hexahydro-1H-pyrido[1',2':3,4]imidazo[1,2-c]pyrimidin-1-one